COC=1C=C(C=CC1OC)C=1NC2=CC=C(C=C2C1C(C)C)C1C(CNCC1)F 2-(3,4-dimethoxyphenyl)-5-(3-fluoropiperidin-4-yl)-3-isopropyl-1H-indole